methyl 3-(9-((4-(((tert-butoxycarbonyl)amino)methyl)-2-methylphenyl)carbamoyl)-4,5-dihydrobenzo[b]thieno[2,3-d]oxepin-8-yl)-6-((cyclopropylmethyl)carbamoyl)picolinate C(C)(C)(C)OC(=O)NCC1=CC(=C(C=C1)NC(=O)C1=CC2=C(OCCC3=C2SC=C3)C=C1C=1C(=NC(=CC1)C(NCC1CC1)=O)C(=O)OC)C